3-Cyanopropyltriethoxysilane C(#N)CCC[Si](OCC)(OCC)OCC